Cl.ClC1=C(C(=O)N[C@H](C)C2=CC=CC3=CC=CC=C23)C=C(C=C1)C=1CNCC1 2-chloro-5-(2,5-dihydro-1H-pyrrol-3-yl)-N-[(1R)-1-(1-naphthyl)ethyl]benzamide hydrochloride